4-chlorocrotonic acid ClC/C=C/C(=O)O